ClC1=CC=C(C=C1)NC=1C(=NC2=CC=CC=C2N1)C(=O)NCCN1CCCCC1 3-((4-Chlorophenyl)amino)-N-(2-(piperidin-1-yl)ethyl)quinoxaline-2-carboxamide